rac-5-fluoro-N-[(4-isopropyl-2,5-dioxoimidazolidin-4-yl)methyl]-4'-(trifluoromethyl)[biphenyl]-2-carboxamide FC1=CC=C(C(=C1)C1=CC=C(C=C1)C(F)(F)F)C(=O)NC[C@]1(NC(NC1=O)=O)C(C)C |r|